C1(CC1)N(CCCC(=O)O)CCCCC1=NC=2NCCCC2C=C1 4-(cyclopropyl-(4-(5,6,7,8-tetrahydro-1,8-naphthyridin-2-yl)butyl)amino)butanoic acid